(S)-1-(2-chloro-5-(1-(difluoromethyl)-1H-pyrazol-4-yl)pyridin-4-yl)piperidin-3-ol ClC1=NC=C(C(=C1)N1C[C@H](CCC1)O)C=1C=NN(C1)C(F)F